cyclohexyl ((S)-(((3aS,4R,6S,6aS)-6-(4-aminopyrrolo[2,1-f][1,2,4]triazin-7-yl)-4-cyano-2-oxotetrahydrofuro[3,4-d][1,3]dioxol-4-yl)methoxy)(phenoxy)phosphoryl)-L-alaninate NC1=NC=NN2C1=CC=C2[C@@H]2O[C@]([C@@H]1[C@H]2OC(O1)=O)(C#N)CO[P@](=O)(OC1=CC=CC=C1)N[C@@H](C)C(=O)OC1CCCCC1